N1=CC=C(C=C1)CNC(=O)[C@@]12N=C[C@H]3[C@H]([C@@H]1N(C[C@@H]2C3)CC(C)C)CC(C)C |o1:10,13,14,15,18| (3S*,3aS*,6R*,7R*,7aS*)-N-(pyridin-4-yl)methyl-1,7-diisobutyl-1,2,3,6,7,7a-hexahydro-3aH-3,6-methanopyrrolo[3,2-b]pyridine-3a-carboxamide